CS(=O)(=O)OCC=1C=CC(N(C1)CCC=1C=C(C(=O)OC)C=CC1)=O methyl 3-(2-(5-(((methylsulfonyl)oxy)methyl)-2-oxopyridin-1(2H)yl)ethyl)benzoate